N1CC(C1)N1N=CC(=C1)N1C=C(C(C2=CC(=C(C=C12)N1[C@H](CCC1)COC1=NC=CC=C1F)Cl)=O)C(=O)O 1-[1-(azetidin-3-yl)pyrazol-4-yl]-6-chloro-7-[(2R)-2-[[(3-fluoropyridin-2-yl)oxy]methyl]pyrrolidin-1-yl]-4-oxoquinoline-3-carboxylic acid